tert-butyl-1-oxido-7,8-dihydro-5H-1,6-naphthyridin-1-ium-6-carboxylate C(C)(C)(C)OC(=O)N1CC=2C=CC=[N+](C2CC1)[O-]